C1(CC1)CN1C(C2=C(C=CC=C2C(=N1)CCCC)OC)=O (cyclopropylmethyl)-4-butyl-8-methoxy-phthalazin-1(2H)-one